Aluminum naphthalenyl propionate C(CC)(=O)OC1=CC=CC2=CC=CC=C12.[Al]